Tetramethyl-Tetravinylcyclotetrasiloxane lanthanum chromite manganese [Mn+2].[Cr](=O)([O-])[O-].[La+3].C[Si]1(O[Si](O[Si](O[Si](O1)(C=C)C)(C=C)C)(C=C)C)C=C